4-((6-nitropyridin-3-yl)oxy)-N-(pyridin-2-yl)pyridin-2-amine [N+](=O)([O-])C1=CC=C(C=N1)OC1=CC(=NC=C1)NC1=NC=CC=C1